4'-((2-ethyl-5,7-dimethyl-3H-imidazo[4,5-b]pyridin-3-yl)methyl)-5-(pyridin-2-yl)biphenyl-2-carboxylic Acid C(C)C1=NC=2C(=NC(=CC2C)C)N1CC1=CC=C(C=C1)C=1C(=CC=C(C1)C1=NC=CC=C1)C(=O)O